Pseudouridine-5'-triphosphate P(O)(=O)(OP(=O)(O)OP(=O)(O)O)OC[C@@H]1[C@H]([C@H]([C@@H](O1)C1=CNC(=O)NC1=O)O)O